CN(C(OC(C)(C)C)=O)C1(CCC2=C(C(=CS2)C(F)(F)F)C1)C tert-butyl N-methyl-N-[5-methyl-3-(trifluoromethyl)-6,7-dihydro-4H-benzothiophen-5-yl]carbamate